CC1=C(C=C(C=C1)C)C1(C2=CC=CC=C2C=2C=CC(=CC12)NC1=CC=C(C=C1)C=1C=CC=2N(C3=CC=C(C=C3C2C1)C1=CC=C(C=C1)C=C)C1=CC=CC=C1)C1=CC=C(C=C1)C=C 9-(2,5-dimethylphenyl)-N-(4-(9-phenyl-6-(4-vinylphenyl)-9H-carbazol-3-yl)phenyl)-9-(4-vinylphenyl)-9H-fluoren-2-amine